ClC=1SC2=C(N1)C(=CC(=C2)F)F 2-chloro-4,6-difluorobenzothiazole